2-(difluoromethylsulfanyl)-5-(3,4-difluorophenyl)-7-fluoro-6,7-dihydro-5H-pyrrolo[1,2-b][1,2,4]triazole FC(F)SC=1N=C2N(N1)C(CC2F)C2=CC(=C(C=C2)F)F